tert-butyl(2-amino-5-(4-(4-(2-hydroxyethyl)piperazin-1-yl)piperidin-1-yl)phenyl)carbamate C(C)(C)(C)OC(NC1=C(C=CC(=C1)N1CCC(CC1)N1CCN(CC1)CCO)N)=O